4-[[6-(4-methoxyphenyl)-2-oxo-3H-imidazo[4,5-b]pyridin-1-yl]methyl]benzonitrile COC1=CC=C(C=C1)C=1C=C2C(=NC1)NC(N2CC2=CC=C(C#N)C=C2)=O